C(C)(C)(C)OC(=O)N1[C@H](C2=CC=C(C=C2C[C@@H]1CCCC)OC)C=1C=CC(=NC1)C(=O)O 5-((1R,3S)-2-(tert-butoxycarbonyl)-3-butyl-6-methoxy-1,2,3,4-tetrahydroisoquinolin-1-yl)picolinic acid